CC=1C=C(C=C(C1CCCCCCCCCC)C)O 3,5-Dimethyl-4-decylphenol